2-[4-fluoro-3-(3-methoxyazetidin-1-yl)phenyl]-2-methoxy-N-[5-[(3R)-3-(pyridazin-3-ylamino)pyrrolidin-1-yl]-1,3,4-thiadiazol-2-yl]Acetamide FC1=C(C=C(C=C1)C(C(=O)NC=1SC(=NN1)N1C[C@@H](CC1)NC=1N=NC=CC1)OC)N1CC(C1)OC